The molecule is an unsaturated fatty acyl-CoA that results from the formal condensation of the thiol group of coenzyme A with the carboxy group of (7Z,10Z,13Z,16Z,19Z)-3-oxodocosapentaenoic acid. It is a 3-oxo-fatty acyl-CoA, a long-chain fatty acyl-CoA and an unsaturated fatty acyl-CoA. It is a conjugate acid of a (7Z,10Z,13Z,16Z,19Z)-3-oxodocosapentaenoyl-CoA(4-). CC/C=C\\C/C=C\\C/C=C\\C/C=C\\C/C=C\\CCCC(=O)CC(=O)SCCNC(=O)CCNC(=O)[C@@H](C(C)(C)COP(=O)(O)OP(=O)(O)OC[C@@H]1[C@H]([C@H]([C@@H](O1)N2C=NC3=C(N=CN=C32)N)O)OP(=O)(O)O)O